(2R,6R)-N-{2-benzyl-2-azaspiro[3.3]heptan-6-yl}-4-(6-methoxy-1,3-benzothiazol-2-yl)-2,6-dimethylpiperazine-1-carboxamide C(C1=CC=CC=C1)N1CC2(C1)CC(C2)NC(=O)N2[C@@H](CN(C[C@H]2C)C=2SC1=C(N2)C=CC(=C1)OC)C